7-(benzyloxy)-2-(4-methoxybenzyl)-1-methyl-5-(2-methylpyridin-3-yl)-1,5-dihydro-4H-imidazo[4,5-c]quinolin-4-one C(C1=CC=CC=C1)OC=1C=CC=2C3=C(C(N(C2C1)C=1C(=NC=CC1)C)=O)N=C(N3C)CC3=CC=C(C=C3)OC